Cl.NC1=NC=C(C=C1C#N)C=1C=C2N(N1)CCC21CNC1 2-amino-5-(5',6'-dihydrospiro[azetidine-3,4'-pyrrolo[1,2-b]pyrazol]-2'-yl)pyridine-3-carbonitrile hydrochloride